4-((S)-2-((difluoromethoxy)methyl)pyrrolidin-1-yl)benzamide tert-butyl-2-(3-(2,5-dichloropyrimidin-4-yl)-5-oxo-5H-pyrrolo[3,4-b]pyridin-6(7H)-yl)acetate C(C)(C)(C)OC(CN1CC2=NC=C(C=C2C1=O)C1=NC(=NC=C1Cl)Cl)=O.FC(OC[C@H]1N(CCC1)C1=CC=C(C(=O)N)C=C1)F